3-[[3-amino-6-(2-hydroxyphenyl)pyridazin-4-yl]amino]-N,N-dimethylbicyclo[1.1.1]pentane-1-carboxamide NC=1N=NC(=CC1NC12CC(C1)(C2)C(=O)N(C)C)C2=C(C=CC=C2)O